CN1CCN(CC1)C1=NC=CC(=C1)C=1C=C2C(=NC1)NC=C2C=2C=CC=1N(C2)N=CN1 6-(5-(2-(4-methylpiperazin-1-yl)pyridin-4-yl)-1H-pyrrolo[2,3-b]pyridin-3-yl)-[1,2,4]triazolo[1,5-a]pyridine